C1=CC=CC=2C3=CC=CC=C3C(C12)COC(=O)NC(C(=O)O)C(C)(C)O 2-((((9H-fluoren-9-yl)methoxy)carbonyl)amino)-3-hydroxy-3-methylbutanoic acid